N-(5-chloro-6-(5-fluoro-2-methylphenyl)pyridin-2-yl)-6-fluoropyridine-2-sulfonamide ClC=1C=CC(=NC1C1=C(C=CC(=C1)F)C)NS(=O)(=O)C1=NC(=CC=C1)F